5-({[1-(5-Chloropyridin-2-yl)cyclopropyl]carbonyl}amino)-2-(1-cyclobutyl-1H-pyrazol-4-yl)benzoic acid ClC=1C=CC(=NC1)C1(CC1)C(=O)NC=1C=CC(=C(C(=O)O)C1)C=1C=NN(C1)C1CCC1